5-(8-((1S,2S)-2-(3,3-dimethyl-2-oxo-1-(2,2,2-trifluoroethyl)indolin-6-yl)cyclopropyl)-3-fluoroimidazo[1,2-b]pyridazin-6-yl)pyrimidine-2,4(1H,3H)-dione CC1(C(N(C2=CC(=CC=C12)[C@@H]1[C@H](C1)C=1C=2N(N=C(C1)C=1C(NC(NC1)=O)=O)C(=CN2)F)CC(F)(F)F)=O)C